1,3-oxazole-4-carboxylate O1C=NC(=C1)C(=O)[O-]